FC1(CC(CC1)CN)F 1-(3,3-difluorocyclopentyl)methanamine